1-[(1R,3R,4R,7S)-1-[[bis(4-methoxyphenyl)-phenylmethoxy]methyl]-7-hydroxy-2-oxa-5-azabicyclo[2.2.1]heptan-3-yl]-5-methylpyrimidine-2,4-dione COC1=CC=C(C=C1)C(OC[C@]12O[C@H]([C@H](NC1)[C@@H]2O)N2C(NC(C(=C2)C)=O)=O)(C2=CC=CC=C2)C2=CC=C(C=C2)OC